COC(CC)(O)OC dimethoxypropanol